FC(S(=O)(=O)C1=C(C=CC(=C1)C(O)=SC1=C(C=CC=C1)C(F)(F)F)C1=CC=CC=C1)(F)F.C1(=CC=CC=C1)C1=CC=C(C(=O)O)C=C1 4-phenylbenzoic acid trifluoromethanesulfonyl-(S-(trifluoromethylphenyl)[1,1'-biphenyl]-4-carbothioate)